1-isopropyl-2-(trifluoromethyl)-6-(2-chloro-5-fluoropyrimidin-4-yl)-1H-benzo[d]imidazole C(C)(C)N1C(=NC2=C1C=C(C=C2)C2=NC(=NC=C2F)Cl)C(F)(F)F